N1(C=NC=C1)C1=C(NC2=C(C=CC=C12)C#N)C1=NNC(=N1)C(F)(F)F 3-(1H-imidazol-1-yl)-2-(5-(trifluoromethyl)-1H-1,2,4-triazol-3-yl)-1H-indole-7-carbonitrile